O=C1N(C(C=C1)=O)CCCCCNC(=O)C1(CCC1)C(=O)O 1-((5-(2,5-dioxo-2,5-dihydro-1H-pyrrol-1-yl)pentyl)carbamoyl)cyclobutanecarboxylic acid